OC1=C(C(=CC(=C1)C)C)C1=CC=C2C=CC(=NC2=N1)C1CC(CN(C1)C)CC(=O)OC methyl 2-[5-[7-(2-hydroxy-4,6-dimethyl-phenyl)-1,8-naphthyridin-2-yl]-1-methyl-3-piperidyl]acetate